C12(CC3CC(CC(C1)C3)C2)CC(=O)O 1-ADAMANTANEACETIC ACID